COC1=C(C=CC=C1)C(CCC=C(C)C)=O 1-(2-methoxyphenyl)-5-methyl-4-hexen-1-one